Cl.N1CC(C1)CN1CCC2(CC(C2)N2CCN(CC2)C2=CC=C(C=C2)NC2=C3N=CN(C3=NC=N2)C2CC(C2)NC(CC2=CC=CC=C2)=O)CC1 N-((1s,3s)-3-(6-((4-(4-(7-(azetidin-3-ylmethyl)-7-azaspiro[3.5]nonane-2-yl)piperazin-1-yl)phenyl)amino)-9H-purin-9-yl)cyclobutyl)-2-phenylacetamide hydrochloride